O1C(CCCC1)OC1CC(NC1)C(=O)[O-] 4-tetrahydropyran-2-yloxy-pyrrolidine-2-carboxylate